Lithium 4-(4-(tert-butyl)phenyl)-2,5,5,7,7-pentamethyl-1,5,6,7-tetrahydro-s-indacenide C(C)(C)(C)C1=CC=C(C=C1)C1=C2C=C([CH-]C2=CC=2C(CC(C12)(C)C)(C)C)C.[Li+]